FC1=C(C=CC(=C1)N1N=C(C=C1)CO)NC1=NC=C2C=CC(=NC2=C1)C(C)C1CCN(CC1)C(=O)OC(C)(C)C Tert-butyl 4-[1-[7-([2-fluoro-4-[3-(hydroxymethyl)pyrazol-1-yl]phenyl]amino)-1,6-naphthyridin-2-yl]ethyl]piperidine-1-carboxylate